C(CCCCCCCCCCC)S[C@H](CC(C)=O)C1=C(CCCC1(C)C)C |r| (±)-4-(dodecylthio)-4-(2,6,6-trimethylcyclohex-1-en-1-yl)butan-2-one